2-(((R)-3-(6-((4-cyano-2-fluorobenzyl)oxy)pyridin-2-yl)-3-methylpyrrolidin-1-yl)methyl)-1-((S)-oxetan-2-ylmethyl)-1H-benzo[d]imidazole-6-carboxylic acid C(#N)C1=CC(=C(COC2=CC=CC(=N2)[C@]2(CN(CC2)CC2=NC3=C(N2C[C@H]2OCC2)C=C(C=C3)C(=O)O)C)C=C1)F